[O-2].[Hf+4].[O-2] Hafnium-Oxid